C(#N)C1=CN=C(N1)C(=O)NC=1C(=NC(=CC1)C1=CC2(CCC(C1)(O2)C)CO)C2=CCC(CC2)(C)C 5-cyano-N-[2-(4,4-dimethylcyclohexen-1-yl)-6-[1-(hydroxymethyl)-5-methyl-8-oxabicyclo[3.2.1]oct-2-en-3-yl]-3-pyridyl]-1H-imidazole-2-carboxamide